2-(4-chloro-2-methoxyphenyl)-2-((3-methoxy-5-(methyl-sulfonyl)phenyl)amino)-1-(5-(trifluoromethyl)-1H-indol-3-yl)ethanone ClC1=CC(=C(C=C1)C(C(=O)C1=CNC2=CC=C(C=C12)C(F)(F)F)NC1=CC(=CC(=C1)S(=O)(=O)C)OC)OC